resorcinolformaldehyde C1(O)=C(C(O)=CC=C1)C=O